N[C@H](C(=O)OC)CC1=CC=C(C2=NSN=C21)Br methyl (S)-2-amino-3-(7-bromobenzo[c][1,2,5]thiadiazol-4-yl)propanoate